FC(C1=CC(=NC=C1C1=NC(=NC(=N1)N1C(COCC1)(C)C)N1C2COCC1COC2)N)F 4-(difluoromethyl)-5-[4-(3,3-dimethylmorpholin-4-yl)-6-(3,7-dioxa-9-aza-Bicyclo[3.3.1]Non-9-yl)-1,3,5-triazin-2-yl]Pyridin-2-amine